FC=1C=C2C(C(=CN3CCCOC(C1F)=C32)CN([C@@H]3CN(CCC3)C=3C=NC(=CC3)[N+](=O)[O-])CC3=CC(=NC=C3)OC)=O 7,8-Difluoro-3-[[(2-methoxy-4-pyridinyl)methyl-[(3S)-1-(6-nitro-3-pyridinyl)-3-piperidinyl]amino]methyl]-10-oxa-1-azatricyclo[7.4.1.05,14]tetradeca-2,5,7,9(14)-tetraen-4-one